OC(=O)C(F)(F)F.C1(=CC=CC=C1)S(=O)(=O)N benzenesulfonamide TFA salt